2-[1-benzyl-4-(benzyloxy)-1H-pyrrolo[2,3-b]pyridin-3-yl]-N,N-dimethyl-2-oxoacetamide C(C1=CC=CC=C1)N1C=C(C=2C1=NC=CC2OCC2=CC=CC=C2)C(C(=O)N(C)C)=O